P(=O)([O-])([O-])[O-].[Ca+2].[Mg+2] magnesium-calcium phosphate